C(C)(C)(C)OOC(C)(C)C1=CC=CC=C1 2-(tert-butylperoxyisopropyl)benzene